1,4-diaminocyclohexane-1-carboxylic acid NC1(CCC(CC1)N)C(=O)O